iron sulfate salt S(=O)(=O)([O-])[O-].[Fe+2]